tert-butyl 4-(3-ethoxy-2-fluoro-3-oxo-prop-1-enyl)-2,2-dimethyl-oxazolidine-3-carboxylate C(C)OC(C(=CC1N(C(OC1)(C)C)C(=O)OC(C)(C)C)F)=O